CC(C)CCCCCCCCCC(=O)SCCNC(=O)CCNC(=O)[C@@H](C(C)(C)COP(=O)([O-])OP(=O)([O-])OC[C@@H]1[C@H]([C@H]([C@@H](O1)N2C=NC3=C(N=CN=C32)N)O)OP(=O)([O-])[O-])O The molecule is an acyl-CoA(4-) arising from deprotonation of the phosphate and diphosphate functions of isotridecanoyl-CoA. It is a saturated fatty acyl-CoA(4-) and a medium-chain fatty acyl-CoA(4-). It is a conjugate base of an isotridecanoyl-CoA.